(S)-4-benzylmorpholine-3-carbaldehyde C(C1=CC=CC=C1)N1[C@@H](COCC1)C=O